ClC=1C=C(C=NC1)C1=NC=2N(C(=C1)C)N(CC2)[C@H](C(F)(F)F)C (S)-5-(5-Chloropyridin-3-yl)-7-methyl-N-(1,1,1-trifluoropropan-2-yl)pyrazolo[1,5-a]Pyrimidine